(R)-N-(4-(chlorodifluoromethoxy)phenyl)-6-(3-hydroxyazetidin-1-yl)-4-methyl-3,4-dihydro-1H-benzo[4,5]imidazo[2,1-c][1,4]oxazine-8-carboxamide ClC(OC1=CC=C(C=C1)NC(=O)C=1C=C(C2=C(N=C3COC[C@H](N32)C)C1)N1CC(C1)O)(F)F